5-(4-((cyclopropylamino)methyl)piperidin-1-yl)-N-(8-fluoro-2-methylimidazo[1,2-a]pyridin-6-yl)pyrazine-2-carboxamide C1(CC1)NCC1CCN(CC1)C=1N=CC(=NC1)C(=O)NC=1C=C(C=2N(C1)C=C(N2)C)F